O=C1C=2N(C[C@H]3O[C@@H]4CC[C@H](N31)C4)C=C(C(C2[O-])=O)C(NCC2=C(C=C(C=C2F)F)F)=O.[Na+] sodium (2R,5S,13aR)-7,9-dioxo-10-((2,4,6-trifluorobenzyl)carbamoyl)-2,3,4,5,7,9,13,13a-octahydro-2,5-Methanopyrido[1',2':4,5]pyrazino[2,1-b][1,3]oxazepin-8-olate